C(C)(C)OC=1C=CC(=NC1)C1=NSC(=N1)NC1=NC=CC=C1N(C(C)=O)C N-(2-((3-(5-Isopropoxypyridin-2-yl)-1,2,4-thiadiazol-5-yl)amino)pyridin-3-yl)-N-methylacetamide